ClC1=NC=2C3=C(C=CC2C=N1)N=NN3CC(C)C 8-chloro-1-isobutyl-1H-[1,2,3]triazolo[4,5-H]quinazoline